C1(CC1)[C@H]1CN(CCN1)C=1C=CC=2N=CN=C(C2N1)NC1=C(C(=C(C=C1)OC1=CC2=C(N(C=N2)C)C=C1)C)F (S)-6-(3-cyclopropylpiperazin-1-yl)-N-(2-fluoro-3-methyl-4-((1-methyl-1H-benzo[d]imidazol-5-yl)oxy)phenyl)pyrido[3,2-d]pyrimidin-4-amine